3-chloro-2,6-bis(piperazin-1-yl)quinoline dihydrochloride Cl.Cl.ClC=1C(=NC2=CC=C(C=C2C1)N1CCNCC1)N1CCNCC1